FC1(CC1)CNC(=O)N1CC2(CC2)[C@@H]([C@@H]1CC=1C(=C(C=C(C1)F)C1=CC(=CC(=C1)F)F)F)NS(=O)(=O)CF (6S,7S)-N-((1-fluorocyclopropyl)methyl)-7-((fluoromethyl)sulfonamido)-6-((2,3',5,5'-tetrafluoro-[1,1'-biphenyl]-3-yl)methyl)-5-azaspiro[2.4]heptane-5-carboxamide